CN(CC[C@@H](CC(=O)NC=1SC(=C(N1)C)C(=O)OCCC)NC(C1=CC(=CC=C1)C1=NOC(=N1)C)=O)C propyl (S)-2-(5-(dimethylamino)-3-(3-(5-methyl-1,2,4-oxadiazol-3-yl)benzamido)pentanamido)-4-methylthiazole-5-carboxylate